(E)-1-(4-(((4-((2-(aminomethyl)-3-fluoroallyl)oxy)phenyl)sulfonyl)methyl)-4-methylpiperidin-1-yl)-2,2-dimethylpropan-1-one NC/C(/COC1=CC=C(C=C1)S(=O)(=O)CC1(CCN(CC1)C(C(C)(C)C)=O)C)=C\F